FC(C1=C(C=CC(=C1)C(F)(F)F)C=1C=2N(C(=NN1)SC)N=CC2)(F)F 4-(2,4-bis(trifluoro-methyl)phenyl)-7-(methylthio)pyrazolo[1,5-d][1,2,4]triazine